FC1=C(C(=CC=C1)C)NC(C)=O N-(2-fluoro-6-methylphenyl)acetamide